4-chloro-7-cyclopropoxy-6-(piperidine-4-oxy)quinazoline hydrochloride Cl.ClC1=NC=NC2=CC(=C(C=C12)OC1CCNCC1)OC1CC1